FC1=C(C(C1(F)F)(F)F)F 1,2,3,3,4,4-hexafluorocyclobutene